[N-](S(=O)(=O)C(F)(F)F)S(=O)(=O)C(F)(F)F.C(CCCCCCCCCCCC)[PH2+]CCCCCCCCCCCCCC Tridecyl(tetradecyl)phosphonium bis(trifluoromethylsulfonyl)imid